1-((2-oxabicyclo[2.1.1]hexan-1-yl)methyl)-N-(3-carbamoyl-4-fluorophenyl)-4-(trifluoromethyl)-1H-pyrazole-5-carboxamide C12(OCC(C1)C2)CN2N=CC(=C2C(=O)NC2=CC(=C(C=C2)F)C(N)=O)C(F)(F)F